C(#N)C1=CC(=C(C=C1)N1CCNCC1)C(F)(F)F 4-(4-cyano-2-(Trifluoromethyl)phenyl)piperazine